1,4,5,6-tetrahydro-5,6-dioxo-2,3-pyrazinedicarbonitrile O=C1NC(=C(NC1=O)C#N)C#N